N1(C=NC=C1)C1CCN(CC1)C1=C(C=C2C[C@@](COC2=C1)(C)O)NC(=O)C=1C=NN2C1N=CC=C2 (R)-N-(7-(4-(1H-imidazol-1-yl)piperidin-1-yl)-3-hydroxy-3-methylchroman-6-yl)pyrazolo[1,5-a]pyrimidine-3-carboxamide